N-(benzyloxycarbonyl)-1,4-butanediamine C(C1=CC=CC=C1)OC(=O)NCCCCN